CC1=C(C=C(COC2CN(C2)C(=O)OC(C)(C)C)C=C1)C(NC1(CC1)C1=CC=CC2=CC=CC=C12)=O tert-Butyl 3-((4-methyl-3-((1-(naphthalen-1-yl)cyclopropyl)carbamoyl)benzyl)oxy)azetidine-1-carboxylate